OC1(CC(C1)C(=O)N1CC2(C1)CC(C2)CC2=CC(=C(C=C2)C)C(F)(F)F)C ((1s,3s)-3-Hydroxy-3-methylcyclobutyl)(6-(4-methyl-3-(trifluoromethyl)benzyl)-2-azaspiro[3.3]heptan-2-yl)methanone